CS(=O)(=O)OCC1=CC=2N(C=C1)N=CC2C(=O)OCC ethyl 5-(((methylsulfonyl)oxy)methyl)pyrazolo[1,5-a]pyridine-3-carboxylate